N-benzyl-5-nitro-6-((1,1,1-trifluoro-2-methylpropan-2-yl)oxy)pyrimidin-4-amine C(C1=CC=CC=C1)NC1=NC=NC(=C1[N+](=O)[O-])OC(C(F)(F)F)(C)C